FC=1C=C(C=CC1)C1=NN=C(S1)N1OCC2=C1C=CC=C2 N-(5-(3-fluorophenyl)-1,3,4-thiadiazol-2-yl)benzo[c]isoxazole